C1(CC1)C(=O)N1CCC2(C(C2)CNC(=O)C2=CC=3C(=CN=CC3)O2)CC1 N-[[6-(cyclopropanecarbonyl)-6-azaspiro[2.5]octan-2-yl]methyl]furo[2,3-c]pyridine-2-carboxamide